NC1=CC=C(C=C1)C1=CC=C(C=C1)NC(OC(C)(C)C)=O tert-Butyl (4'-amino-[1,1'-biphenyl]-4-yl)carbamate